BrC1=CC2=C(N(N=N2)C)C(=C1)F 5-bromo-7-fluoro-1-methyl-1H-benzo[d][1,2,3]triazole